cyclohexylalanine isocyanate C1(CCCCC1)N[C@@H](C)C(=O)N=C=O